OCC=1C=C(CNCCCCOCCOC2=NC3=C(C4=CN=CC=C24)C=CC=C3)C=C(C1)C(F)(F)F 5-(2-(4-((3-(hydroxy-methyl)-5-(trifluoromethyl)benzyl)amino)butoxy)ethoxy)benzo[c][2,6]naphthyridine